C(C1=CC=CC=C1)OC=1C=CC2=C(C(OC3=CC(=CC=C23)O[Si](C)(C)C(C)(C)C)=O)C1 8-(Benzyloxy)-3-((tert-butyldimethylsilyl)oxy)-6H-benzo[C]chromen-6-one